2-NAPHTHALEN-2-YL-1H-IMIDAZOLE-4-CARBALDEHYDE C1=C(C=CC2=CC=CC=C12)C=1NC=C(N1)C=O